COC(=O)C1=C(SC=C1NC(=O)NC1=C(C=C(C(=C1)N(CC1=C(C(=CC=C1OCC1CC1)F)F)C1CC1)OC)F)C(=O)OC Dimethyl-4-(3-(5-(cyclopropyl-(6-(cyclopropylmethoxy)-2,3-difluorobenzyl)amino)-2-fluoro-4-methoxyphenyl)ureido)thiophene-2,3-dicarboxylic acid